C(=O)C1=C(C=C(/C=C/C=2C=CC(=C(C#N)C2)OC(C)C)C=C1)C (E)-5-(4-formyl-3-methylstyryl)-2-isopropoxybenzonitrile